NC1=NC=NN2C1=CC=C2C2CCC(CC2)NC(OC(C)(C)C)=O tert-Butyl (4-(4-aminopyrrolo[2,1-f][1,2,4]triazin-7-yl)cyclohexyl)carbamate